Trimagnesium phosphate P(=O)([O-])([O-])[O-].[Mg+2].[Mg+2].[Mg+2].P(=O)([O-])([O-])[O-]